C(CC)C1=NC=CC=C1 Propyl-pyridine